tert-butyl N-(3-{4-methoxy-8-methyl-7-oxo-7H,8H-pyrido[2,3-d]pyrimidin-6-yl}bicyclo[1.1.1]pentan-1-yl)carbamate COC=1C2=C(N=CN1)N(C(C(=C2)C21CC(C2)(C1)NC(OC(C)(C)C)=O)=O)C